CC1(CN(CCO1)C=1SC=C(C1)C)C(=O)C1=CC=CC=C1 2-methyl-(4-methylthiophenyl)-2-morpholinophenone